OC(=O)C(F)(F)F.N=1C=CC(CC1)=O pyridin-4(5H)-one TFA salt